FC=1C=C(C=CC1F)S(=O)(=O)NC1=CC=C(C=C1)C1=C2C(=NC(=C1)NC(=O)C1CC1)NC=C2 N-(4-(4-((3,4-difluorophenyl)sulfonamido)phenyl)-1H-pyrrolo[2,3-b]pyridin-6-yl)cyclopropylcarboxamide